ClC=1C(=C2C=NNC2=C(C1)C(=O)OC)F Methyl 5-chloro-4-fluoro-1H-indazole-7-carboxylate